1-(4-methoxybenzyl)-3-(6-(4-methylbenzyl)spiro[3.3]heptan-2-yl)urea COC1=CC=C(CNC(=O)NC2CC3(C2)CC(C3)CC3=CC=C(C=C3)C)C=C1